C(C)OC(=O)C1=C(N=C(S1)C=1N=CSC1)OS(=O)(=O)C(F)(F)F.COC1=CC=C(C=C1)\C=C\C (E)-1-methoxy-4-(1-propenyl)benzene ethyl-4-(((trifluoromethyl)sulfonyl)oxy)-[2,4'-bithiazole]-5-carboxylate